(E)-(8-(4-(2-methoxyvinyl)-1,2-dimethyl-6-(trifluoromethyl)-1H-benzo[d]imidazol-5-yl)-1-nitroindolizin-3-yl)(3,4,5-trifluorophenyl)methanone CO/C=C/C1=C(C(=CC=2N(C(=NC21)C)C)C(F)(F)F)C2=CC=CN1C(=CC(=C21)[N+](=O)[O-])C(=O)C2=CC(=C(C(=C2)F)F)F